S(N)(=O)(=O)C1=CC=CC(=N1)NC(OCC1=CC=CC=C1)=O benzyl (6-sulfamoylpyridin-2-yl)carbamate